7'-Fluoro-3'-methyl-1-(1-methyl-1H-tetrazol-5-yl)-2'-oxo-2',3'-dihydrospiro[azetidine-3,1'-pyrrolo[2,3-c]quinolin] FC=1C=CC=2C3=C(C=NC2C1)N(C(C31CN(C1)C1=NN=NN1C)=O)C